tert-Butyl 3,3-difluoro-4-(4,4,5,5-tetramethyl-1,3,2-dioxaborolan-2-yl)-3,6-dihydropyridine-1(2H)-carboxylate FC1(CN(CC=C1B1OC(C(O1)(C)C)(C)C)C(=O)OC(C)(C)C)F